3-ethylthietan-3-ol C(C)C1(CSC1)O